C(C)(C)(C)OC(=O)C=1C=NC(=NC1)N1N=C(C=2C1=CN=CC2)C (3-methyl-1H-pyrazolo[3,4-c]pyridin-1-yl)pyrimidine-5-carboxylic acid tert-butyl ester